NC1=C(SC2=NC(=CC=C21)C)C(=O)NC2CC=1C(=CC(=NC1CC2)N2CC1(C(C2)N)COCCC1)F 3-amino-N-(2-{4-amino-7-oxa-2-azaspiro[4.5]decan-2-yl}-4-fluoro-5,6,7,8-tetrahydroquinolin-6-yl)-6-methylthieno[2,3-b]pyridine-2-carboxamide